C(=O)(O)C1(CC(C(CC1)C(C)C)O)C Carboxymenthol